dimethyl-pyrimidine-2,5-dicarboxamide CC1=C(C(=NC(=N1)C(=O)N)C)C(=O)N